(R)-5-chloro-N-(piperidin-3-yl)-4-(1H-pyrrolo[2,3-b]pyridin-3-yl)pyrimidin-2-amine ClC=1C(=NC(=NC1)N[C@H]1CNCCC1)C1=CNC2=NC=CC=C21